FC(C1=NC2=CC=CC=C2C(=C1)N[C@@H]1C[C@@H](CCC1)N)(F)F (1S,3R)-N1-[2-(trifluoromethyl)-4-quinolinyl]cyclohexane-1,3-diamine